C1(CC1)C=1OC(=NN1)C(C1=CC=C(C=C1)F)N1[C@@H](CN[C@H](C1)C)C 2-cyclopropyl-5-(((2r,5s)-2,5-dimethylpiperazin-1-yl)(4-fluorophenyl)methyl)-1,3,4-oxadiazole